C(C)(C)(C)OC(NC1(CCN(CC1)C1=NC(=C(C(=C1C#N)CC)C#N)SC(C(=O)N)C1=CC=CC=C1)CO)=O (1-(6-((2-amino-2-oxo-1-phenylethyl)thio)-3,5-dicyano-4-ethylpyridin-2-yl)-4-(hydroxymethyl)piperidin-4-yl)carbamic acid tert-butyl ester